N-((1s,3s)-3-((5-(4-fluoro-1-isopropyl-2-methyl-1H-benzo[d]imidazol-6-yl)-4-methoxypyrrolo[2,1-f][1,2,4]triazin-2-yl)amino)-1-methylcyclobutyl)acetamide FC1=CC(=CC=2N(C(=NC21)C)C(C)C)C=2C=CN1N=C(N=C(C12)OC)NC1CC(C1)(C)NC(C)=O